benzyl N-[3-[3-[3-[2-[tert-butyl(diphenyl)silyl]oxyethyl]isoxazol-5-yl]-1-tetrahydropyran-2-yl-indazol-5-yl]oxypropyl]carbamate [Si](C1=CC=CC=C1)(C1=CC=CC=C1)(C(C)(C)C)OCCC1=NOC(=C1)C1=NN(C2=CC=C(C=C12)OCCCNC(OCC1=CC=CC=C1)=O)C1OCCCC1